ClC1=C(C(=O)NC=2C(=NNC2)C(=O)NC2CCN(CC2)CC2=CC=C(C=C2)C2C(NC(CC2)=O)=O)C(=CC=C1)Cl 4-(2,6-dichlorobenzamido)-N-(1-(4-(2,6-dioxopiperidin-3-yl)benzyl)piperidin-4-yl)-1H-pyrazole-3-carboxamide